9-Hydroxypentadecanoic acid, methyl ester OC(CCCCCCCC(=O)OC)CCCCCC